FC=1C(=C(C=CC1F)[C@H]1[C@H](OC2(CCC2)C1)C(=O)OCC)OC Ethyl (6S,7S)-7-(3,4-difluoro-2-methoxyphenyl)-5-oxaspiro[3.4]octane-6-carboxylate